Tridecyl (S)-2-(((S)-(((2R,3S,5R)-5-(6-amino-2-fluoro-9H-purin-9-yl)-2-ethynyl-3-hydroxytetrahydrofuran-2-yl)methoxy)(phenoxy)phosphoryl)amino)-3-(3,5-difluorophenyl)propanoate NC1=C2N=CN(C2=NC(=N1)F)[C@H]1C[C@@H]([C@@](O1)(C#C)CO[P@](=O)(OC1=CC=CC=C1)N[C@H](C(=O)OCCCCCCCCCCCCC)CC1=CC(=CC(=C1)F)F)O